(R)-2-(7-methoxy-3-(6-(piperidin-3-ylamino)pyridin-2-yl)imidazo[1,2-b]pyridazin-6-yl)propan-2-ol COC1=CC=2N(N=C1C(C)(C)O)C(=CN2)C2=NC(=CC=C2)N[C@H]2CNCCC2